tri-(2-diphenylphosphinoethyl)phosphine C1(=CC=CC=C1)P(CCP(CCP(C1=CC=CC=C1)C1=CC=CC=C1)CCP(C1=CC=CC=C1)C1=CC=CC=C1)C1=CC=CC=C1